Monomethylheptenol CC(=CCCCCC)O